(R)-N-(2-(2-Fluorophenyl)pyridin-4-yl)-7-((1-methylpyrrolidin-3-yl)oxy)-6-nitroquinazoline-4-amine FC1=C(C=CC=C1)C1=NC=CC(=C1)NC1=NC=NC2=CC(=C(C=C12)[N+](=O)[O-])O[C@H]1CN(CC1)C